C(C)OC(=O)C=1C2=C(NC1C)\C(\CC2(C)C)=C\2/C(NC1=CC=C(C=C21)F)=O (Z)-6-(5-Fluoro-2-oxoindole-3-ylidene)-2,4,4-trimethyl-1,4,5,6-tetrahydrocyclopenta[b]pyrrole-3-carboxylic acid ethyl ester